4-(((6-(isoindolin-2-ylmethyl)-4-oxo-4H-pyran-3-yl)oxy)methyl)-N,N-dimethylbenzenesulfonamide C1N(CC2=CC=CC=C12)CC1=CC(C(=CO1)OCC1=CC=C(C=C1)S(=O)(=O)N(C)C)=O